BrC=1C(=C2C(=NC1)NC(=N2)C2=CC=C(C=C2)N2CC(N(CC2)CCOCC)=O)NC2CCN(CC2)C(C)C 4-[4-(6-Bromo-7-{[1-(1-methylethyl)piperidin-4-yl]amino}-3H-imidazo[4,5-b]pyridin-2-yl)phenyl]-1-(2-ethoxyethyl)piperazin-2-one